N,3-dimethyl-4-({4-[({2-[methyl(methylsulfonyl)amino]pyridin-3-yl}methyl)amino]-5-(trifluoromethyl)pyrimidin-2-yl}amino)benzamide CNC(C1=CC(=C(C=C1)NC1=NC=C(C(=N1)NCC=1C(=NC=CC1)N(S(=O)(=O)C)C)C(F)(F)F)C)=O